C1(CC1)S(=O)(=O)N1C2CN(CC1CC2)C2=NC=NN1C2=CC(=C1)C=1C=NN(C1)C 4-(8-(cyclopropylsulfonyl)-3,8-diazabicyclo[3.2.1]octan-3-yl)-6-(1-methyl-1H-pyrazol-4-yl)pyrrolo[2,1-f][1,2,4]triazine